methyl (9,9-difluoro-7-methyl-9H-fluorene-3-carbonyl)glycinate FC1(C2=CC(=CC=C2C=2C=C(C=CC12)C(=O)NCC(=O)OC)C)F